N-(6-(N-(4-(3,4-difluorophenyl)-5-fluorothiazol-2-yl)sulfamoyl)-5-methylpyridin-3-yl)acetamide FC=1C=C(C=CC1F)C=1N=C(SC1F)NS(=O)(=O)C1=C(C=C(C=N1)NC(C)=O)C